(E)-2-(2-(7-(dimethylamino)benzo[c][1,2,5]thiadiazol-4-yl)vinyl)-1-(6-((4-hydroxyphenethyl)amino)-6-oxohexyl)-3,3-dimethyl-3H-indol-1-ium-5-sulfonate CN(C1=CC=C(C=2C1=NSN2)/C=C/C2=[N+](C1=CC=C(C=C1C2(C)C)S(=O)(=O)[O-])CCCCCC(=O)NCCC2=CC=C(C=C2)O)C